tris(tribromoneopentyl)-phosphate BrCC(C(Br)(Br)OP(=O)(OC(C(CBr)(C)C)(Br)Br)OC(C(CBr)(C)C)(Br)Br)(C)C